FC1=C(C(=CC=C1)C)C1=NN2C(OCCC2)=C1C(=O)N[C@@H]1C(NC2=C(C(=N1)C1=CC=CC=C1)C=CC=C2F)=O 2-(2-Fluoro-6-methylphenyl)-N-[(3S)-9-fluoro-2-oxo-5-phenyl-1,3-dihydro-1,4-benzodiazepin-3-yl]-6,7-dihydro-5H-pyrazolo[5,1-b][1,3]oxazine-3-carboxamide